3-phenylpropanal C1(=CC=CC=C1)CCC=O